C1(CCCCC1)C1=CC=C(C=C1)C=1C(=C(C=2C(C3=CC=CC=C3C2C1)(C)C)C1=CC=C(C=C1)C1CCCCC1)N bis(4-cyclohexylphenyl)-9,9-dimethyl-9H-fluoren-2-amine